C(=O)(OC(C)(C)C)N[C@@H](CCCCN)C(=O)[O-] N-Boc-L-lysinate